C(CCCCCCC=O)=O Suberaldehyd